7-methoxy-5-oxo-11,11a-dihydro-1H-benzopyrrolo[1,2-a][1,4]diazepine-10(5H)-carboxylic acid allyl ester C(C=C)OC(=O)C1=CC=C(C2=C1CC1N2C(C=CNC1)=O)OC